BrC=1C=CC=2C3=C(NC2C1)C=C(N=C3NCCCN3CCCCC3)CC3=CSC=C3 7-bromo-N-(3-(piperidin-1-yl)propyl)-3-(thiophen-3-ylmethyl)-5H-pyrido[4,3-b]indol-1-amine